ClC=1C=C(CNC2CCN(CC2)C(=O)OCC)C=CC1N1N=CC(=C1)C1=NC(=NC=C1C#N)NC1CCN(CC1)S(=O)(=O)C Ethyl 4-((3-chloro-4-(4-(5-cyano-2-((1-(methylsulfonyl)piperidin-4-yl)amino)pyrimidin-4-yl)-1H-pyrazol-1-yl)benzyl)amino)piperidine-1-carboxylate